C(C)(C)(C)OC(=O)N1CC2(CC2C1)C(N)=O 1-carbamoyl-3-azabicyclo[3.1.0]hexane-3-carboxylic acid tert-butyl ester